CN(C(=O)C1(CC(C1)NC=1N=CC2=C(N1)NC=C2C=2C=CC1=C(N(N=N1)C)C2)C)C N,N,1-trimethyl-3-((5-(1-methyl-1H-benzo[d][1,2,3]triazol-6-yl)-7H-pyrrolo[2,3-d]pyrimidin-2-yl)amino)cyclobutane-1-carboxamide